(1-(2,2-difluoro-2-(2-fluoro-5-((4-fluoro-3-methylphenyl)carbamoyl)phenyl)acetyl)piperidin-4-yl)boronic acid FC(C(=O)N1CCC(CC1)B(O)O)(C1=C(C=CC(=C1)C(NC1=CC(=C(C=C1)F)C)=O)F)F